ClC=1C=C(C=CC1OCC1COC1)NC=1C2=C(N=CN1)C=CC(=N2)N2[C@@H]1CN([C@H](C2)C1)C(C=C)=O 1-((1S,4S)-5-(4-((3-Chloro-4-(oxetan-3-ylmethoxy)phenyl)amino)pyrido[3,2-d]pyrimidin-6-yl)-2,5-diazabicyclo[2.2.1]heptan-2-yl)prop-2-en-1-one